OC1=C(C=O)C=CC=C1 2-Hydroxy-benzaldehyd